FC1(CC2(C1)CC(C2)C2=NC=CC(=C2NC(=O)C=2C=NC(=NC2)C(C)C)C2=C(C=CC=C2)F)F N-[2-(2,2-difluorospiro[3.3]heptan-6-yl)-4-(2-fluorophenyl)-3-pyridyl]-2-isopropyl-pyrimidine-5-carboxamide